methyl 2-(2,3-dichlorophenyl)-2-fluoro-propionate ClC1=C(C=CC=C1Cl)C(C(=O)OC)(C)F